2-(3-(aminomethyl)-5-fluoro-1-(1-(cis-4-isopropylcyclohexyl)piperidin-4-yl)-1H-pyrrolo[2,3-b]pyridin-2-yl)ethan-1-ol NCC1=C(N(C2=NC=C(C=C21)F)C2CCN(CC2)[C@@H]2CC[C@@H](CC2)C(C)C)CCO